OC(CCN1C(=O)N(C(=O)N(C1=O)CCC(C)O)CCC(C)O)C 1,3,5-tris(3-hydroxybutyl)isocyanuric acid